C(C)OC1=NC=C(C=N1)C=1N=C(C(=NC1)NC(=O)C=1C(=NOC1C)C1=CC=CC=C1)OC [5-(2-ethoxypyrimidin-5-yl)-3-methoxy-pyrazin-2-yl]-5-methyl-3-phenyl-isoxazole-4-carboxamide